(S)-2-(cyclopropyl-(4-fluoro-3-methylphenyl)methyl)-5-(2-(trifluoromethyl)pyridin-3-yl)-7-vinyl-3,4-dihydroisoquinolin-1(2H)-one C1(CC1)[C@H](N1C(C2=CC(=CC(=C2CC1)C=1C(=NC=CC1)C(F)(F)F)C=C)=O)C1=CC(=C(C=C1)F)C